diethyl (1RS,3aSR,6aSR)-5-benzyl-4,6-dioxo-1-phenyl-1,3a,4,5,6,6a-hexahydropyrrolo[3,4-c]pyrrole-1-phosphonate C(C1=CC=CC=C1)N1C([C@@H]2[C@H](C1=O)C=N[C@]2(P(OCC)(=O)OCC)C2=CC=CC=C2)=O |r|